N-benzyl-2-chloro-N-(2-chloroethyl)ethan-1-amine hydrogen chloride salt Cl.C(C1=CC=CC=C1)N(CCCl)CCCl